4-[2-Methoxy-5-[(1R)-1-[[2-methyl-5-(4-methylpiperazin-1-yl)benzoyl]amino]ethyl]phenyl]thiophene-2-carboxylic acid COC1=C(C=C(C=C1)[C@@H](C)NC(C1=C(C=CC(=C1)N1CCN(CC1)C)C)=O)C=1C=C(SC1)C(=O)O